CN1N=NC2=C1C(=CC(=C2C)C(CC(=O)OCC)C=2C=C(C1=C(C=CS1)C2)CO)C(F)(F)F ethyl 3-[1,4-dimethyl-7-(trifluoromethyl)-1H-benzotriazol-5-yl]-3-[7-(hydroxymethyl)-1-benzothiophene-5-yl]propanoate